(isopropylamino)-6-(6-oxo-1,6-dihydropyridin-3-yl)quinoline-3-carboxamide C(C)(C)NC1=NC2=CC=C(C=C2C=C1C(=O)N)C1=CNC(C=C1)=O